8-[6-(1,3,4-thiadiazol-2-yl)pyrazin-2-yl]-2-[5-(trifluoromethyl)pyridin-3-yl]-2,8-diazaspiro[4.5]decan-3-one S1C(=NN=C1)C1=CN=CC(=N1)N1CCC2(CC(N(C2)C=2C=NC=C(C2)C(F)(F)F)=O)CC1